tert-butyl (S)-3-(4-decylbenzamido)pyrrolidine-1-carboxylate C(CCCCCCCCC)C1=CC=C(C(=O)N[C@@H]2CN(CC2)C(=O)OC(C)(C)C)C=C1